ClC=1N=C(C2=C(N1)CNC2)OC2=NC=1C=CC3=C(C1N=C2)C2=C(S3)C(N[C@@H](CN2)C)=O (R)-3-((2-chloro-6,7-dihydro-5H-pyrrolo[3,4-d]pyrimidin-4-yl)oxy)-10-methyl-9,10,11,12-tetrahydro-8H-[1,4]diazepino[5',6':4,5]thieno[3,2-f]quinoxalin-8-one